COC=1CC[C@H](N1)C (R)-5-methoxy-2-methyl-3,4-dihydro-2H-pyrrole